(2S)-4-(1-tert-butoxycarbonyl-azetidin-3-ylidene)-2-(methyl-amino)butanoic acid C(C)(C)(C)OC(=O)N1CC(C1)=CC[C@@H](C(=O)O)NC